C1(=C(C=CC=C1)N1C(C2=CC=CC=C2CC1)=O)C 2-(o-tolyl)-3,4-dihydroisoquinolin-1-one